5-(difluoromethyl)-1-methyl-1H-pyrazol-4-amine FC(C1=C(C=NN1C)N)F